methyl 2-(4-(4-(2,6-difluorobenzyl)-5-oxo-4,5-dihydro-1H-1,2,4-triazol-1-yl) phenoxy)-5-methylthiazole-4-carboxylate FC1=C(CN2C=NN(C2=O)C2=CC=C(OC=3SC(=C(N3)C(=O)OC)C)C=C2)C(=CC=C1)F